C(C=C)(=O)N1C[C@@H]2N(C(C=3C=C(C(=C4C(=NN(C34)CC2)F)C2=CC=C(C=3SC(=C(C32)C#N)N)F)F)=O)CC1 4-((R)-10-Acryloyl-2,4-difluoro-14-oxo-8,8a,9,10,11,12-hexahydro-7H,14H-pyrazino[1',2':5,6][1,5]diazocino[3,2,1-hi]indazol-3-yl)-2-amino-7-fluorobenzo[b]thiophene-3-carbonitrile